C(CCC)S(=O)(=O)C1=C(OCC2CCN(CC2)S(=O)(=O)C)C=CC(=C1)CCl 4-((2-(butylsulfonyl)-4-(chloromethyl)phenoxy)methyl)-1-(methylsulfonyl)piperidine